(R)-2-((1-(2-cyano-3-(5,6-difluoroisoindolin-2-yl)-7-methylquinoxalin-5-yl)ethyl)amino)benzoic acid C(#N)C1=NC2=CC(=CC(=C2N=C1N1CC2=CC(=C(C=C2C1)F)F)[C@@H](C)NC1=C(C(=O)O)C=CC=C1)C